[N+](=O)([O-])C1=C(C=CC=C1)NC1CCS(CC1)(=O)=O 4-((2-nitrophenyl)amino)tetrahydro-2H-thiopyran 1,1-dioxide